2-(N-hexadecylamino)-2'-deoxy-2'-fluoro-adenosine-3'-phosphate P(=O)(O)(O)O[C@H]1[C@H]([C@@H](O[C@@H]1CO)N1C=NC=2C(N)=NC(=NC12)NCCCCCCCCCCCCCCCC)F